FC1(CCC2=C1N=C(N=C2C=2C=C1C(CNCC1=CC2)F)N2[C@H]([C@@H](C2)O)C)F (2S,3R)-1-(7,7-difluoro-4-(4-fluoro-1,2,3,4-tetrahydroisoquinolin-6-yl)-6,7-dihydro-5H-cyclopenta[d]pyrimidin-2-yl)-2-methylazetidin-3-ol